CCCCCCCCCCC/C=C\C=C/C=C\C=O (9z,12z,15z)-octadecatrienal